benzopyrylium bis(2-ethylhexyl)sulfosuccinate C(C)C(CC(C(C(=O)[O-])S(=O)(=O)O)(C(=O)[O-])CC(CCCC)CC)CCCC.[O+]1=CC=CC2=C1C=CC=C2.[O+]2=CC=CC1=C2C=CC=C1